O6-[2-[(7,7-dimethylnorbornane-1-carbonyl)oxymethyl]-2-(hydroxymethyl)-3-[6-[(Z)-non-3-enoxy]-6-oxo-hexanoyl]oxy-propyl] O1-[(Z)-non-3-enyl] hexanedioate C(CCCCC(=O)OCC(COC(CCCCC(=O)OCC\C=C/CCCCC)=O)(CO)COC(=O)C12CCC(CC1)C2(C)C)(=O)OCC\C=C/CCCCC